FC1=CC=C(C=C1)N1N=C(C2=CC=CC=C2C1=O)N1CC(CCC1)CCS(=O)(=O)N (1-(3-(4-fluorophenyl)-4-oxo-3,4-dihydro-phthalazin-1-yl)piperidin-3-yl)ethylsulphonamide